C(C)(C)[C@H]1[C@@H](C[C@@H](CC1)C)N1N=NC(=C1)C(=O)C1=CC(=CC=C1)OC (1-((1R,2S,5R)-2-isopropyl-5-methylcyclohexyl)-1H-1,2,3-triazole-4-yl)(3-methoxyphenyl)methanone